(4-(3-amino-1H-indazol-5-yl)pyridine-2-yl)-3-phenethylurea NC1=NNC2=CC=C(C=C12)C1=CC(=NC=C1)NC(=O)NCCC1=CC=CC=C1